2-[(1S,3R,5R)-8-[[(4R)-4-(2-chloro-3-fluoro-phenyl)-5-methoxycarbonyl-2-thiazol-2-yl-1,4-dihydropyrimidin-6-yl]methyl]-6,6-difluoro-8-azabicyclo[3.2.1]octan-3-yl]acetic acid ClC1=C(C=CC=C1F)[C@@H]1N=C(NC(=C1C(=O)OC)CN1[C@H]2C[C@H](C[C@@H]1C(C2)(F)F)CC(=O)O)C=2SC=CN2